N-(3-(5,6-difluoro-1H-benzo[d]imidazol-2-yl)phenyl)-5-(pyridin-2-yl)pyrimidin-2-amine FC1=CC2=C(NC(=N2)C=2C=C(C=CC2)NC2=NC=C(C=N2)C2=NC=CC=C2)C=C1F